2-Acryloyloxyethyl isocyanate C(C=C)(=O)OCCN=C=O